C(=O)[C@@H]1N([C@H]2C(N(C[C@@H]1C2)C2=CC=C(C=C2)C(F)(F)F)=O)C(=O)OC(C)(C)C tert-butyl (1S,5R,7R)-7-formyl-4-oxo-3-(4-(trifluoromethyl)phenyl)-3,6-diazabicyclo[3.2.1]octane-6-carboxylate